methyl (3S)-3-(3-(tert-butyl)-5-(3,5-dimethyl-1H-pyrazol-1-yl)phenyl)-4-(8-fluoro-2,6-diazaspiro[3.4]octane-2-yl)butanoate C(C)(C)(C)C=1C=C(C=C(C1)N1N=C(C=C1C)C)[C@H](CC(=O)OC)CN1CC2(C1)CNCC2F